1-[4-(6-Hydroxy-pyridine-3-sulfonyl)-phenyl]-3-oxazol-5-ylmethyl-urea OC1=CC=C(C=N1)S(=O)(=O)C1=CC=C(C=C1)NC(=O)NCC1=CN=CO1